thio-bis(2-tert-butyl-5-methylphenol) S(C=1C(=C(C=C(C1)C)O)C(C)(C)C)C=1C(=C(C=C(C1)C)O)C(C)(C)C